OC(=O)C(F)(F)F.N1CC(C1)N1CC2(CCN(CC2)C2=C(C(=CC=C2)Cl)C(F)(F)F)C=2C=CC(=NC2C1=O)C=1C(=NC=CC1)OCC 7-(azetidin-3-yl)-1'-[3-chloro-2-(trifluoromethyl)phenyl]-2-(2-ethoxypyridin-3-yl)spiro[6H-1,7-naphthyridine-5,4'-piperidine]-8-one TFA salt